1,3,5-tris(3-(trimethoxysilyl)propyl)1,3,5-Triazine-2,4,6(1H,3H,5H)-trione CO[Si](CCCN1C(N(C(N(C1=O)CCC[Si](OC)(OC)OC)=O)CCC[Si](OC)(OC)OC)=O)(OC)OC